1-(quinolin-5-yl)-5-(trifluoromethyl)-1H-pyrazol-4-amine N1=CC=CC2=C(C=CC=C12)N1N=CC(=C1C(F)(F)F)N